tert-butyl 4-(5-(3-cyano-2-(2,6-dimethylpyridin-4-yl)-1H-indol-6-yl)pyridin-2-yl)piperazine-1-carboxylate C(#N)C1=C(NC2=CC(=CC=C12)C=1C=CC(=NC1)N1CCN(CC1)C(=O)OC(C)(C)C)C1=CC(=NC(=C1)C)C